3-chloro-1,2-difluoro-4-methyl-5-nitrobenzene ClC=1C(=C(C=C(C1C)[N+](=O)[O-])F)F